C(C)N1CCN(CC1)C1=CC=C(C=C1)NC1=NC(=NC=2C=NNC(C21)=O)C2=CC=C(C=C2)OC(F)(F)F 4-(4-(4-ethylpiperazin-1-yl)phenylamino)-2-(4-(trifluoromethoxy)phenyl)pyrimido[4,5-d]pyridazin-5(6H)-one